norbornene-2,3-dicarboxylic acid dimethyl ester COC(=O)C=1C2CCC(C1C(=O)OC)C2